Ethylformamid C(C)NC=O